C(C)(C)(C)N(C(=O)OC1=CC(=NC=C1)C1=CC=NN1C)[C@@H]1CN(CC1)C1=C(C(=NC=C1C=O)Cl)Br 2-(1-methyl-1H-pyrazol-5-yl)pyridin-4-ol tert-butyl-(S)-(1-(3-bromo-2-chloro-5-formylpyridin-4-yl)pyrrolidin-3-yl)carbamate